C1(CC1)C1=C(C=NC2=CC=CN=C12)NC1=CC=C(C=C1)[C@@H](C(F)(F)F)N(C(=O)C1CCC(CC1)C(=O)O)C (1r,4r)-4-{[(1S)-1-{4-[(4-cyclopropyl-1,5-naphthyridin-3-yl)amino]phenyl}-2,2,2-trifluoroethyl](methyl)carbamoyl}cyclohexane-1-carboxylic acid